6-methyl-7-((3,4,5-trifluorophenyl)carbamoyl)-5,6,7,8-tetrahydroimidazo[1,5-a]pyrazine-1-carboxylic acid CC1N(CC=2N(C1)C=NC2C(=O)O)C(NC2=CC(=C(C(=C2)F)F)F)=O